2-(4-ethylbenzyl)-5-pivaloyloxymethylphenyl β-D-glucopyranoside O([C@H]1[C@H](O)[C@@H](O)[C@H](O)[C@H](O1)CO)C1=C(C=CC(=C1)COC(C(C)(C)C)=O)CC1=CC=C(C=C1)CC